perfluorobutanoylcyclopentanone FC1(C(C(C(C1(F)F)(F)F)(F)F)=O)C(C(C(C(F)(F)F)(F)F)(F)F)=O